4-(2-fluoro-6-methoxyphenyl)-6-methyl-N-(5-((4-((R)-S-methylsulfonimidoyl)benzyl)oxy)-1,3,4-thiadiazol-2-yl)nicotinamide FC1=C(C(=CC=C1)OC)C1=CC(=NC=C1C(=O)NC=1SC(=NN1)OCC1=CC=C(C=C1)[S@@](=O)(=N)C)C